5-(methylamino)-2-({(2R,3R,6S,8S,9R,11R)-3,9,11-trimethyl-8-[(1S)-1-methyl-2-oxo-2-(1H-pyrrol-2-yl)ethyl]-1,7-dioxaspiro[5.5]undec-2-yl}methyl)-1,3-benzoxazole-4-carboxylic acid CNC1=CC=C2C(N=C(O2)C[C@H]2O[C@@]3(CC[C@H]2C)O[C@@H]([C@@H](C[C@H]3C)C)[C@@H](C(C=3NC=CC3)=O)C)=C1C(=O)O